C(C)(C)(C)C(C(C)=O)C(C=O)OC 3-tert-butyl-4-methyloxypentane-2,5-dione